C(C)(=O)ON=C(C)C=1C=CC=2N(C3=CC=C(C=C3C2C1)C(C1=C(C=CC=C1)C)=O)CC N-acetoxy-1-[9-ethyl-6-(2-methylbenzoyl)-9H-carbazol-3-yl]ethan-one-1-imine